OC1(CC1)C1=NNC(=N1)C1CC2(CN(C2)C(=O)N2CC3(C2)CC(C3)CC3=CC=C(C=C3)S(=O)(=N)C(F)(F)F)C1 [6-[3-(1-hydroxycyclopropyl)-1H-1,2,4-triazol-5-yl]-2-azaspiro[3.3]heptan-2-yl]-[6-[4-(trifluoromethylsulfonimidoyl)benzyl]-2-azaspiro[3.3]heptan-2-yl]methanone